S(=O)(=O)(OCC1COC(OC1)C(CC)CCCC)O (2-(heptan-3-yl)-1,3-dioxan-5-yl)methyl hydrogen sulfate